6-chloro-5-((R)-1-(3,5-dichloropyridin-4-yl)ethoxy)-3-(6-((R)-2-methylazetidin-1-yl)-5-(trifluoromethyl)pyridin-3-yl)-1H-indazole ClC1=C(C=C2C(=NNC2=C1)C=1C=NC(=C(C1)C(F)(F)F)N1[C@@H](CC1)C)O[C@H](C)C1=C(C=NC=C1Cl)Cl